C(C)(C)(C)SC1=C(C=CC=C1Cl)C(=N)C=1C=NC2=C(C=CC=C2C1)F (2-tert-butylsulfanyl-3-chloro-phenyl)-(8-fluoro-3-quinolyl)methanimine